1-{[(2S)-oxetan-2-yl]methyl}-1H-imidazo[4,5-b]pyridine-6-carboxylic acid O1[C@@H](CC1)CN1C=NC2=NC=C(C=C21)C(=O)O